FC=1C(=NC=C(C1I)F)N(S(=O)(=O)CCCF)COCC[Si](C)(C)C N-(3,5-difluoro-4-iodopyridin-2-yl)-3-fluoro-N-((2-(trimethylsilyl)-ethoxy)methyl)propane-1-sulfonamide